BrC1=CC2=C(N=C(O2)C2CCN(CC2)C)C=C1 6-bromo-2-(1-methylpiperidin-4-yl)benzo[d]oxazole